tert-butyl 9-((1-((benzyloxy)carbonyl)piperidin-4-yl)methyl)-3,9-diazaspiro[5.5]undecan-3-carboxylate C(C1=CC=CC=C1)OC(=O)N1CCC(CC1)CN1CCC2(CCN(CC2)C(=O)OC(C)(C)C)CC1